7-bromo-1H-pyrazolo[4,3-c]Pyridine BrC=1C2=C(C=NC1)C=NN2